FC1=CC=C2C(CCOC2=C1)(O)C(C)(C)S(=O)(=O)N 2-(7-fluoro-4-hydroxychroman-4-yl)propane-2-sulfonamide